2-chloro-5-[[5-(3,5-dichloro-4-fluoro-phenyl)-5-(trifluoromethyl)-4H-isoxazol-3-yl]amino]-N-[1-(difluoromethyl-sulfonyl)azetidin-3-yl]benzamide ClC1=C(C(=O)NC2CN(C2)S(=O)(=O)C(F)F)C=C(C=C1)NC1=NOC(C1)(C(F)(F)F)C1=CC(=C(C(=C1)Cl)F)Cl